ClC1=C2N=C(C=NC2=CC=C1OC=1C=CC2=C(N(C(=N2)C)COCC[Si](C)(C)C)C1)C=1C=NN(C1)C1(CCC2(OCCO2)CC1)C 2-[[6-[5-chloro-3-[1-(8-methyl-1,4-dioxaspiro[4.5]decan-8-yl)pyrazol-4-yl]quinoxalin-6-yl]oxy-2-methyl-benzimidazol-1-yl]methoxy]ethyl-trimethyl-silane